COC1=C(C=O)C=C(C(=C1)CCC)OC 2,5-dimethoxy-4-propyl-benzaldehyde